hydroxy-citronellal methylanthranilate COC(C=1C(N)=CC=CC1)=O.OC\C(\C)=C/CCC(C)CC=O